N-(3',6'-bis(diethylamino)-3-oxospiro[isoindoline-1,9'-xanthen]-2-yl)pentanamide C(C)N(C=1C=CC=2C3(C4=CC=C(C=C4OC2C1)N(CC)CC)N(C(C1=CC=CC=C13)=O)NC(CCCC)=O)CC